N[C@@H](C1=C(C=C(C(=C1)Cl)Cl)O)C1CCN(CC1)C(=O)C1CC(C1)(CO)O 2-[(R)-amino([1-[3-hydroxy-3-(hydroxymethyl)cyclobutane-carbonyl]piperidin-4-yl])methyl]-4,5-dichlorophenol